COCC1=CC=CC(=N1)CN1N=NC(=C1)C1=NC(=NC(=C1)C1=CC(=CC=C1)OC)N 4-(1-{[6-(methoxymethyl)-2-pyridinyl]methyl}-1H-1,2,3-triazol-4-yl)-6-(m-methoxyphenyl)-2-pyrimidinylamine